N-(cis-3-((6-fluoro-4-methoxy-5-(quinolin-6-yl)pyrrolo[2,1-f][1,2,4]triazin-2-yl)amino)-1-methylcyclobutyl)acetamide FC=1C(=C2C(=NC(=NN2C1)NC1CC(C1)(C)NC(C)=O)OC)C=1C=C2C=CC=NC2=CC1